4-((1'-(4-amino-5-methoxy-2-(1-methyl-1H-pyrazol-4-yl)phenyl)-[1,4'-Bipiperidin-4-yl]methyl)piperazin-1-yl)-2-(2,6-dioxopiperidin-3-yl)isoindoline-1,3-dione NC1=CC(=C(C=C1OC)N1CCC(CC1)N1CCC(CC1)CC1N(CCNC1)C1=C2C(N(C(C2=CC=C1)=O)C1C(NC(CC1)=O)=O)=O)C=1C=NN(C1)C